COC(C[C@@H](CO)NC(=O)OCC1=CC=CC=C1)=O (3S)-3-[[(benzyloxy)carbonyl]amino]-4-hydroxybutyric acid methyl ester